6-(4-((4-(1H-pyrazol-4-yl)phenyl)-amino)-pyrimidin-2-yl)-N-methyl-N-(pyridin-4-yl)-1H-indole-2-carboxamide N1N=CC(=C1)C1=CC=C(C=C1)NC1=NC(=NC=C1)C1=CC=C2C=C(NC2=C1)C(=O)N(C1=CC=NC=C1)C